2-allyl-2-chloro-1,3-propanediol C(C=C)C(CO)(CO)Cl